C(N)(OC(C(=O)N1CCN(CC1)C(C1=C(C=CC(=C1)CC1=NNC(C2=CC=CC=C12)=O)F)=O)C(C)(C)C)=O (tert-butyl 2-(4-(2-fluoro-5-((4-oxo-3,4-dihydrophthalazin-1-yl) methyl) benzoyl) piperazin-1-yl)-2-oxoethyl) carbamate